CCCCCCCCC/C=C\CCCCCCCC(=O)OC[C@H](COP(=O)(O)OC[C@@H](C(=O)O)N)OC(=O)CCCCCCC/C=C\C/C=C\CCCC 1-(9Z-nonadecenoyl)-2-(9Z,12Z-heptadecadienoyl)-glycero-3-phosphoserine